C(C)(C)(C)OC(NC1=CC(=NC=C1OCCOC)NC(CC)=O)=O (5-(2-Methoxyethoxy)-2-propionylamino-pyridin-4-yl)carbamic acid tert-butyl ester